α,α-bis(dimethylphenyl)-β-propiolactone CC=1C(=C(C=CC1)C1(C(=O)OC1)C1=C(C(=CC=C1)C)C)C